(R)-2-(9-(4-fluorophenyl)-6-oxaspiro[4.5]decan-9-yl)ethylamine FC1=CC=C(C=C1)[C@@]1(CCOC2(CCCC2)C1)CCN